NN(N)C1CCCCC1 N,N-bisaminocyclohexylamine